2-[4-[4-[(2S)-butan-2-yl]-N-methylanilino]phenoxy]pyrido[3,4-d]pyrimidin-4-ol C[C@@H](CC)C1=CC=C(N(C)C2=CC=C(OC=3N=C(C4=C(N3)C=NC=C4)O)C=C2)C=C1